(1R,2S,5S)-3-(L-isoleucyl)-6,6-dimethyl-3-azabicyclo[3.1.0]hexane-2-carboxylic acid hydrochloride Cl.N[C@@H]([C@@H](C)CC)C(=O)N1[C@@H]([C@H]2C([C@H]2C1)(C)C)C(=O)O